tert-Butyl 4-([6-[2-(butylamino)-4-[[trans-4-hydroxycyclohexyl]amino]pyrimidin-5-yl]pyridin-3-yl]methyl)piperazine-1-carboxylate C(CCC)NC1=NC=C(C(=N1)N[C@@H]1CC[C@H](CC1)O)C1=CC=C(C=N1)CN1CCN(CC1)C(=O)OC(C)(C)C